BrCC1=C(C=C(C#N)C=C1)OC 4-monobromomethyl-3-methoxybenzonitrile